FC(C)(F)C1=NC(=NC=C1)NC1=CC(=NC=C1C1=NN(C=C1)C)NC(C)=O N-(4-((4-(1,1-difluoroethyl)pyrimidin-2-yl)amino)-5-(1-methyl-1H-pyrazol-3-yl)pyridin-2-yl)acetamide